4-((6-bromohexyl)oxy)quinazoline tert-butyl-4-(iodomethyl)piperidine-1-carboxylate C(C)(C)(C)OC(=O)N1CCC(CC1)CI.BrCCCCCCOC1=NC=NC2=CC=CC=C12